C(CCCCCCC\C=C/CCCCCC)(=O)O z-9-hexadecenoic acid